C(CCCCCCCCC)OCOC=CCCCCC(OC)OC dimethoxyheptenyl decoxymethyl ether